1-(propan-2-ylamino)propan-2-ol CC(C)NCC(C)O